5-chloro-1-(2,6-difluorobenzyl)-4-(2-((2,2-difluoroethyl)amino)ethyl)-1H-pyrazole ClC1=C(C=NN1CC1=C(C=CC=C1F)F)CCNCC(F)F